FC1=CC=C(C=C1)C1=NC=C(C#N)C(=C1)C1=NN2C(CCCC2)=C1 6-(4-fluorophenyl)-4-(4,5,6,7-tetrahydropyrazolo[1,5-a]pyridin-2-yl)nicotinonitrile